Dimethyl 4-bromo-1-(4-cyanobenzoyl)pyrrolo[1,2-a]quinoline-2,3-dicarboxylate BrC=1C=2N(C3=CC=CC=C3C1)C(=C(C2C(=O)OC)C(=O)OC)C(C2=CC=C(C=C2)C#N)=O